N2-{2-[5-fluoro-2-(trifluoromethoxy)phenyl][1,2,4]triazolo[1,5-c]quinazolin-5-yl}-N-methyl-D-norvalinamide FC=1C=CC(=C(C1)C1=NN2C(=NC=3C=CC=CC3C2=N1)N[C@H](CCC)C(=O)NC)OC(F)(F)F